tert-butyl 4-(1-bromo-2-oxoethyl)piperidine-1-carboxylate BrC(C=O)C1CCN(CC1)C(=O)OC(C)(C)C